4-amino-7-fluoro-N-(1-methyl-1H-pyrazol-3-yl)-N-(6-(trifluoromethyl)-2,3-dihydrofuro[2,3-b]pyridin-3-yl)-1,3-dihydrofuro[3,4-c]quinolin-8-carboxamide NC1=NC=2C=C(C(=CC2C2=C1COC2)C(=O)N(C2COC1=NC(=CC=C12)C(F)(F)F)C1=NN(C=C1)C)F